di(ethylhexyl) 3,3'-thiodipropionate S(CCC(=O)OC(CCCCC)CC)CCC(=O)OC(CCCCC)CC